C1(CC1)C1=C(C(=NO1)C1=C(C=CC=C1Cl)Cl)CO[C@H]1[C@@H]2[C@H](N([C@H](C1)C2)C=2C=CC(=NC2)C(=O)NS(=O)(=O)C2NCOC2)C 5-[(1S,3R,4S,5R)-5-{[5-cyclopropyl-3-(2,6-dichlorophenyl)-1,2-oxazol-4-yl]methoxy}-3-methyl-2-azabicyclo[2.2.1]heptane-2-yl]-N-(oxazolidine-4-sulfonyl)pyridine-2-carboxamide